C1OCC12CN(C2)C2CCC(CC2)N2C(NC1=C2C=C(C(=C1)C=1C(=C(C=2N(C1)N=CN2)C)C)C(C)C)=O 1-(4-(2-Oxa-6-azaspiro[3.3]heptan-6-yl)cyclohexyl)-5-(7,8-dimethyl-[1,2,4]triazolo[1,5-a]pyridin-6-yl)-6-isopropyl-1,3-dihydro-2H-benzo[d]imidazol-2-on